4-(triphenylsilyl)phenyldiphenylphosphine oxide C1(=CC=CC=C1)[Si](C1=CC=C(C=C1)P(C1=CC=CC=C1)(C1=CC=CC=C1)=O)(C1=CC=CC=C1)C1=CC=CC=C1